CC1=NC2=CC=C(C=C2C(=C1)C=1C=CC=C2C=CC=NC12)C(=O)OCC ethyl 2-methyl-[4,8'-biquinoline]-6-carboxylate